The molecule is a branched amino octasaccharide that consists of the linear tetrasaccharide beta-D-Xyl-(1->2)-beta-D-Man-(1->4)-beta-D-GlcNAc-(1->4)-GlcNAc in which the Man residue is substituted at positions 3 and 6 by beta-D-GlcNAc-(1->2)-alpha-D-Man groups. It is a glucosamine oligosaccharide, an oligosaccharide derivative and an amino octasaccharide. CC(=O)N[C@@H]1[C@H]([C@@H]([C@H](O[C@H]1O[C@H]2[C@H]([C@@H]([C@H](O[C@@H]2OC[C@@H]3[C@H]([C@@H]([C@@H]([C@@H](O3)O[C@@H]4[C@H](O[C@H]([C@@H]([C@H]4O)NC(=O)C)O[C@@H]5[C@H](OC([C@@H]([C@H]5O)NC(=O)C)O)CO)CO)O[C@H]6[C@@H]([C@H]([C@@H](CO6)O)O)O)O[C@@H]7[C@H]([C@H]([C@@H]([C@H](O7)CO)O)O)O[C@H]8[C@@H]([C@H]([C@@H]([C@H](O8)CO)O)O)NC(=O)C)O)CO)O)O)CO)O)O